6-(5-fluoropyridin-2-yl)-N-((3-(trifluoromethyl)-1,2,4-oxadiazol-5-yl)methyl)pyrido[2,3-d]pyrimidin-4-amine FC=1C=CC(=NC1)C1=CC2=C(N=CN=C2NCC2=NC(=NO2)C(F)(F)F)N=C1